O1CCN(CC1)C1=NC(=NC(=N1)NC1=CC(=CC=C1)C(F)(F)F)C=1C=CC2=C(N=C(O2)N)C1 5-(4-morpholino-6-((3-(trifluoromethyl)phenyl)amino)-1,3,5-triazin-2-yl)benzo[d]oxazol-2-amine